N1C(=NCC1)C1=CC2=C(C(N(C=C2C2=CC(N(C=C2OC2=C(C=CC=C2C)C)C)=O)C)=O)N1 2-(4,5-dihydro-1H-imidazol-2-yl)-4-(5-(2,6-dimethylphenoxy)-1-methyl-2-oxo-1,2-dihydropyridin-4-yl)-6-methyl-1,6-dihydro-7H-pyrrolo[2,3-c]pyridin-7-one